TETRATHIANAPHTHACENE C1=CC=C2C(=C1)C3=C4C5=C2SSC5=C6C=CC=CC6=C4SS3